7-[4-(4-Benzo[b]thiophen-4-ylpiperazin-1-yl)butoxy]-4,4-dimethyl-1-(2,2,2-trifluoro-ethoxymethyl)-3,4-dihydro-1H-quinolin-2-one S1C2=C(C=C1)C(=CC=C2)N2CCN(CC2)CCCCOC2=CC=C1C(CC(N(C1=C2)COCC(F)(F)F)=O)(C)C